O=C1C=C(N=C2N1C=CC=C2)C(=O)NCC=2N=C1N(C=C(C=C1)NCCC1=CC=CC=C1)C2 4-oxo-N-({6-[(2-phenylethyl)amino]imidazo[1,2-a]pyridin-2-yl}methyl)-4H-pyrido[1,2-a]pyrimidine-2-carboxamide